[Na].N1=C(C=CC=C1)C1=NC=CC=C1 bipyridine sodium